[Na+].C(C)(C)C(CC)S(=O)(=O)[O-] 1-isopropyl-1-propanesulfonic acid sodium salt